3-[(4-Aminobenzyl)amino]pyrazine-2-carboxamide NC1=CC=C(CNC=2C(=NC=CN2)C(=O)N)C=C1